2,3-dihydro-1H-indole-5-carboxamidine N1CCC2=CC(=CC=C12)C(=N)N